O[C@@H](C)C=1N(C=CN1)C/C=C/C1=CC=C(C=C1)C1=CC=C(C=C1)OC1CCN(CC1)CCO (S,E)-2-(4-((4'-(3-(2-(1-hydroxyethyl)-1H-imidazol-1-yl)prop-1-en-1-yl)-[1,1'-biphenyl]-4-yl)oxy)piperidin-1-yl)ethan-1-ol